C(C)(C)(C)OC(CN)=O aminoacetic acid-tertiary butyl ester